CN1N=C(C(=C1C)CN)C 1,3,5-trimethyl-pyrazole-4-methylamine